C12COCC(CN(C1)C=1C=C3CC[C@@H](CC3=CC1)NC(=O)C1=C(C=3C(=NC(=CN3)C)S1)N)N2 N-((2S)-6-(3-oxa-7,9-diazabicyclo[3.3.1]nonan-7-yl)-1,2,3,4-tetrahydronaphthalen-2-yl)-7-amino-3-methylthieno[2,3-b]pyrazine-6-carboxamide